C(C(O)CC(=O)N)(=O)N (-)-malamide